4-(4,4-difluoropiperidine-1-carbonyl)-3-(1-methylpyrazol-3-yl)benzonitrile FC1(CCN(CC1)C(=O)C1=C(C=C(C#N)C=C1)C1=NN(C=C1)C)F